1-(3-Cyanophenyl)-3-(4-methyl-5-(2-(methylamino)pyrimidin-4-yl)thiazol-2-yl)urea C(#N)C=1C=C(C=CC1)NC(=O)NC=1SC(=C(N1)C)C1=NC(=NC=C1)NC